4-bromo-3,6-difluoro-2-nitro-aniline BrC1=C(C(=C(N)C(=C1)F)[N+](=O)[O-])F